C(C)(C)(C)C1=NC=C(C=N1)C#CC1=CN=CC=2[C@H]3N(C[C@@H](OC21)C3)C(C(C(F)F)(C)C)=O 1-((2S,5S)-9-((2-(tert-butyl)pyrimidin-5-yl)ethynyl)-2,3-dihydro-2,5-methanopyrido[3,4-f][1,4]oxazepin-4(5H)-yl)-3,3-difluoro-2,2-dimethylpropan-1-one